4-phenyl-5-(4-methoxyphenyl)-2-(trifluoromethyl)pyridine C1(=CC=CC=C1)C1=CC(=NC=C1C1=CC=C(C=C1)OC)C(F)(F)F